OC1=C(N(C2=CC=C(C(=C12)C(C(=O)C1=CC=C(C=C1)C(F)(F)F)=O)OC)C1=CC=C(C=C1)OC)C1=CC=C(C=C1)C(F)(F)F 1-(3-hydroxy-5-methoxy-1-(4-methoxyphenyl)-2-(4-(trifluoromethyl)phenyl)-1H-indol-4-yl)-2-(4-(trifluoromethyl)phenyl)ethane-1,2-dione